(3-methyl-4-(((tetrahydro-2H-pyran-2-yl)oxy)methyl)isoxazol-5-yl)pyridin-3-ol CC1=NOC(=C1COC1OCCCC1)C1=NC=CC=C1O